(2R)-2-methyl-1-(2-(5-(p-tolyl)-1H-imidazol-2-yl)piperidin-1-yl)butan-1-one C[C@@H](C(=O)N1C(CCCC1)C=1NC(=CN1)C1=CC=C(C=C1)C)CC